C(C)(C)(C)OC(=O)N1C=NC(=C1B(O)O)C (1-(tert-butoxycarbonyl)-4-methyl-1H-imidazol-5-yl)boronic acid